C(C)(C)C1=CC=C(C=C1)C=1N=C2N(C=CC=N2)C1CN1CC2COCC(C1)N2C(=O)[O-] 7-{[2-(4-isopropylphenyl)imidazo[1,2-a]pyrimidin-3-yl]methyl}-3-oxa-7,9-diazabicyclo[3.3.1]nonane-9-carboxylate